2,2'-thiobis(6-tert-butyl-4-methylphenol) S(C1=C(C(=CC(=C1)C)C(C)(C)C)O)C1=C(C(=CC(=C1)C)C(C)(C)C)O